tert-butyl ((4-(3-bromopropoxy)phenyl)(imino)methyl)carbamate BrCCCOC1=CC=C(C=C1)C(=N)NC(OC(C)(C)C)=O